C(OCC(COC(OCCO)=O)COC(=O)OCCO)(OCCO)=O 2-((((2-hydroxyethoxy)carbonyl)oxy)methyl)propane-1,3-diyl bis(2-hydroxyethyl) bis(carbonate)